ClC1=CC(=C(COC2=CC=CC(=N2)C2CCN(CC2)CC2=NC3=C(N2CC=2N=NNC2)C=C(C=C3)C(=O)O)C=C1)F 2-[(4-{6-[(4-chloro-2-fluorobenzyl)oxy]pyridin-2-yl}piperidin-1-yl)methyl]-1-(1H-1,2,3-triazol-4-ylmethyl)-1H-benzimidazole-6-carboxylic acid